CC1C2(C3=CC=CC=C3C1)CC(CCC2)=O methyl-2',3'-dihydrospiro[cyclohexane-1,1'-indene]-3-one